ClC=1C=C(C=CC1N[C@@H](CO)C1=CC=CC=C1)S(=O)(=O)NC=1SC=CN1 (R)-3-chloro-4-(2-hydroxy-1-phenylethylamino)-N-(thiazol-2-yl)benzenesulfonamide